1-methyl-1-octyl-silacyclobutane C[Si]1(CCC1)CCCCCCCC